C(C)(C)(C)OC(=O)N1C2=CC=CC=C2C=2C=CC=CC12 9H-carbazole-9-carboxylic acid tert-butyl ester